zinc-cobalt hydroxide [Co](O)O.[Zn]